tert-butyl 4-[3-[4-[(9S)-9-(2-methoxyethyl)-4,5,13-trimethyl-3-thia-1,8,11,12-tetrazatricyclo[8.3.0.02,6]trideca-2(6),4,7,10,12-pentaen-7-yl]phenyl]propoxy]piperidine-1-carboxylate COCC[C@@H]1N=C(C=2C(=C(SC2N2C(=NN=C12)C)C)C)C1=CC=C(C=C1)CCCOC1CCN(CC1)C(=O)OC(C)(C)C